ClC=1C2=C(N=CN1)SC(=C2C2=C(C(=C(C=C2)OCCN2CCN(CC2)C)Cl)C)C=2OC=CC2 4-chloro-5-(3-chloro-2-methyl-4-(2-(4-methylpiperazin-1-yl)ethoxy)phenyl)-6-(furan-2-yl)thieno[2,3-d]pyrimidine